(4,4-difluoro-1-piperidinyl)(3-(1-methyl-1H-benzimidazol-5-yl)-6-quinoxalinyl)methanone FC1(CCN(CC1)C(=O)C=1C=C2N=C(C=NC2=CC1)C1=CC2=C(N(C=N2)C)C=C1)F